C(C)(C)(C)OC(=O)N1CCN(CC1)C1=C2C=C(C(=NC2=C(C(=N1)COC)C(=O)O)C1=C(C=CC=C1)F)Cl 5-(4-(tert-butoxycarbonyl)piperazin-1-yl)-3-chloro-2-(2-fluorophenyl)-7-(methoxymethyl)-1,6-naphthyridine-8-carboxylic acid